BrC1=CN=C(S1)CN1CCN(CC1)C(=O)OC(C)(C)C tert-Butyl 4-[(5-bromo-1,3-thiazol-2-yl)methyl]piperazine-1-carboxylate